BrC=1C2=C(C(NC1)=O)N(C=C2)S(=O)(=O)C2=CC=C(C)C=C2 4-bromo-1-(p-toluenesulfonyl)-6H-pyrrolo[2,3-c]pyridin-7-one